C(C=1C(=C(C(=CC1)C(C)(C)C)O)C(C)(C)C)C=1C(=C(C(=CC1)C(C)(C)C)O)C(C)(C)C methylenebis-(2,6-di-tert-butyl-phenol)